(5-(2,6-difluoro-4-((isopropylamino)methyl)phenyl)-1H-pyrazolo[3,4-c]pyridin-3-yl)-4-(4-methylpiperazin-1-yl)benzamide FC1=C(C(=CC(=C1)CNC(C)C)F)C=1C=C2C(=CN1)NN=C2C2=C(C(=O)N)C=CC(=C2)N2CCN(CC2)C